N-(3-((4-(2-(3-chloro-4-(2-chloroethoxy)-5-cyanophenyl)propan-2-yl)phenyl)ethynyl)pyrazine-2-yl)methanesulfonamide ClC=1C=C(C=C(C1OCCCl)C#N)C(C)(C)C1=CC=C(C=C1)C#CC=1C(=NC=CN1)NS(=O)(=O)C